S(=O)(=O)(O)CCCC(C(=O)[O-])=C.C(C=C)(=O)OC=CCS(=O)(=O)O.[Na+] sodium 3-sulfopropenyl acrylate (3-sulfopropylacrylate)